ClC1=CC(=C(C=C1SC(C1=CC=CC=C1)(C1=CC=CC=C1)C1=CC=CC=C1)N1C(NC(=CC1=O)C(F)(F)F)=O)F 3-[4-Chloro-2-fluoro-5-(tritylsulfanyl)phenyl]-6-(trifluoromethyl)pyrimidin-2,4(1H,3H)-dion